6-(2,2-difluoroethoxy)-2-fluoro-5-methoxy-N,N-bis[(4-methoxyphenyl)methyl]pyridin-3-amine FC(COC1=C(C=C(C(=N1)F)N(CC1=CC=C(C=C1)OC)CC1=CC=C(C=C1)OC)OC)F